O1COCC1=O [1,3]dioxol-5-one